2,2-difluoroethyl 5-methylsulfonyl-4-oxo-1-[4-(trifluoromethoxy)phenyl]cinnoline-3-carboxylate CS(=O)(=O)C1=C2C(C(=NN(C2=CC=C1)C1=CC=C(C=C1)OC(F)(F)F)C(=O)OCC(F)F)=O